4-ethyl-5-oxo-2,5-dihydrofuran-3-acetic acid hexyl ester C(CCCCC)OC(CC=1COC(C1CC)=O)=O